CC(CC1=CC(=C(C=C1)O)O)N α-methyldopamine